1-propargyl formate C(=O)OCC#C